2'-bromo-7'-fluoro-spiro[cyclohexane-1,1'-indene]-4-one BrC=1C2(C3=C(C=CC=C3C1)F)CCC(CC2)=O